(2R,5R)-5-((benzyloxy)amino)piperidine-2-carboxamide C(C1=CC=CC=C1)ON[C@@H]1CC[C@@H](NC1)C(=O)N